COC(=O)C1=CC=C(C=N1)N1C2CN(CC1C2)C(=O)OC(C)(C)C tert-butyl 6-(6-(methoxycarbonyl)pyridin-3-yl)-3,6-diazabicyclo[3.1.1]heptane-3-carboxylate